N-(3-chloropropyl)-piperidine ClCCCN1CCCCC1